ClC=1C=C(C=CC1F)NC(=O)C=1C=2CCC(C2C(=CC1)F)NC1=NC=CC(=N1)CC N-(3-chloro-4-fluorophenyl)-7-fluoro-1-((4-ethyl-pyrimidin-2-yl)amino)-2,3-dihydro-1H-indene-4-carboxamide